7-chloro-5-methyl-6-(4-(methylthio)benzyl)-[1,2,4]triazolo[1,5-a]pyrimidine ClC1=C(C(=NC=2N1N=CN2)C)CC2=CC=C(C=C2)SC